FC1=C(CNC(C)=O)C(=CC(=C1)F)F N-(2,4,6-trifluorobenzyl)acetamide